NOC[C@@H](CC1=C(C=C(C=C1)C)C)NC(=O)C1=NC(=NC=C1OC1=CC(=CC=C1)C(F)(F)F)C1CC1 |r| N-[(2RS)-1-(aminooxy)-3-(2,4-dimethylphenyl)propan-2-yl]-2-cyclopropyl-5-[3-(trifluoromethyl)phenoxy]Pyrimidine-4-carboxamide